OC(C#C\C(=C/C=O)\C1=CC=CC=C1)(C#CC1=CC=CC=C1)C1=CC=C(C=C1)C (Z)-6-hydroxy-3,8-diphenyl-6-(p-tolyl)oct-2-en-4,7-diyne-1-al